Bromovinyl-deoxyuridine tert-Butyl-4-acetoxy-3-(2-(dimethylamino)-2-oxoethyl)-1H-indole-1-carboxylate C(C)(C)(C)C=1N(C2=CC=CC(=C2C1CC(=O)N(C)C)OC(C)=O)C(=O)OC[C@@H]1[C@H](C[C@@](O1)(N1C(=O)NC(=O)C=C1)C=CBr)O